CCS(=O)(=O)O.C(CCN)N 1,3-propanediamine-β-ethanesulfonate salt